ClC1=CC=C(CN2C3CC(CC2CC3)N)C=C1 8-(4-chlorobenzyl)-8-azabicyclo[3.2.1]octane-3-amine